Cl.FC=1C=C(C=C2C=CC=NC12)N[C@@H]1CNCC1 (S)-8-fluoro-N-(pyrrolidin-3-yl)quinolin-6-amine hydrochloride